CC1=C(OC=2C(N(C=CC2C=2C3=C(C(N(C2)C)=O)NC=C3)CCCF)=O)C(=CC=C1)C 4-(3-(2,6-dimethylphenoxy)-1-(3-fluoropropyl)-2-oxo-1,2-dihydropyridin-4-yl)-6-methyl-1,6-dihydro-7H-pyrrolo[2,3-c]pyridin-7-one